C1(=C(C=CC=C1)C1=CC=NC2=CC(=CC=C12)O[C@@H](C(=O)N1CCCCC1)C)C (3S)-1-[(2R)-2-[[4-(o-Tolyl)-7-quinolyl]oxy]propanoyl]piperidin